(1'-oxo-1'H-spiro[cyclobutane-1,3'-oxazolo[3,4-a]indol]-7'-yl)carbamic acid tert-butyl ester C(C)(C)(C)OC(NC1=CC=2C=C3N(C2C=C1)C1(OC3=O)CCC1)=O